C(C)(C)(C)C1=CC(=C(C=C1Cl)C1=CC(C(=C(N1)C)S(=O)(=N)C)=O)C 6-(4-tert-butyl-5-chloro-2-methyl-phenyl)-2-methyl-3-(methylsulfonimidoyl)-1H-pyridin-4-one